(4-((2-amino-3-chloropyridin-4-yl)oxy)-3-fluorophenyl)-1-(2-fluorophenyl)-5-(trifluoromethyl)-1H-pyrazole-4-carboxamide NC1=NC=CC(=C1Cl)OC1=C(C=C(C=C1)C1=NN(C(=C1C(=O)N)C(F)(F)F)C1=C(C=CC=C1)F)F